3-isopropyl-N-(quinolin-8-yl)pyridine-2-sulfonamide C(C)(C)C=1C(=NC=CC1)S(=O)(=O)NC=1C=CC=C2C=CC=NC12